iminothiourea N=NC(=S)N